BrCCCOC1=CSC=C1C 3-(3'-bromopropoxy)-4-methylthiophene